N1C=NC2=C1C=CC=C2SC=2N=C1C(=NC2)NC(=N1)N1CCC(CC1)(N)C (5-((1H-benzo[d]imidazol-4-yl)thio)-1H-imidazo[4,5-b]pyrazin-2-yl)-4-methylpiperidin-4-amine